BrC=1C=C(C=CC1)C(C(=O)O)(F)F 2-(3-bromophenyl)-2,2-difluoro-acetic acid